N-((7-(5-(difluoromethyl)-1,3,4-oxadiazol-2-yl)imidazo[1,2-a]pyridin-2-yl)methyl)-N-(3-fluorophenyl)-1-(oxetane-3-carbonyl)piperidine-4-carboxamide FC(C1=NN=C(O1)C1=CC=2N(C=C1)C=C(N2)CN(C(=O)C2CCN(CC2)C(=O)C2COC2)C2=CC(=CC=C2)F)F